5,5'-(1,4-phenylene)bis(pyridine-2-formaldehyde) C1(=CC=C(C=C1)C=1C=CC(=NC1)C=O)C=1C=CC(=NC1)C=O